N-(2-((1-methyl-7-((4-(4-methylpiperazin-1-yl)phenyl)amino)-2-oxo-1,4-dihydropyrimido[4,5-d]pyrimidin-3(2H)-yl)methyl)phenyl)acrylamide CN1C(N(CC=2C1=NC(=NC2)NC2=CC=C(C=C2)N2CCN(CC2)C)CC2=C(C=CC=C2)NC(C=C)=O)=O